ClC=1C=CC(=C(C1)CC(C(=O)OCC)NC(C1=NC=CC=C1)=O)[Se]C1=CC=CC=C1 Ethyl 3-(5-chloro-2-(phenylselanyl)phenyl)-2-(picolinamido)propanoate